(2R,6S)-1-(6-fluoropyridin-2-yl)-2,4,6-trimethylpiperazine FC1=CC=CC(=N1)N1[C@@H](CN(C[C@@H]1C)C)C